4-hydroxynaphthonitrile OC1=CC=C(C2=CC=CC=C12)C#N